4-dimethylamino-4-methylbenzoyl ketone CN(C1(CC=C(C(=O)C(=O)C(C2=CCC(C=C2)(N(C)C)C)=O)C=C1)C)C